3-[2-(1-chlorocyclopropyl)(3-chloro-2-fluoro-phenyl)-2-hydroxy-propyl]imidazole-4-carbonitrile ClC1(CC1)C(CN1C=NC=C1C#N)(CC1=C(C(=CC=C1)Cl)F)O